tert-butyl {4-[2-(4-chloro-3-fluorophenoxy)acetamido]-2-hydroxy-2-methylbicyclo[2.2.2]octan-1-yl}carbamate ClC1=C(C=C(OCC(=O)NC23CC(C(CC2)(CC3)NC(OC(C)(C)C)=O)(C)O)C=C1)F